CN(C1C2(CC2C(C1)(F)F)CO)C (2-(dimethylamino)-4,4-difluorobicyclo[3.1.0]hexan-1-yl)methanol